5-(3-Cyclopropyl-3-hydroxyazetidin-1-yl)-N-(6-(1-methyl-1H-pyrazol-4-yl)pyridin-2-yl)-2-morpholinooxazolo[4,5-b]pyridine-6-carboxamide C1(CC1)C1(CN(C1)C1=C(C=C2C(=N1)N=C(O2)N2CCOCC2)C(=O)NC2=NC(=CC=C2)C=2C=NN(C2)C)O